C(NC(=O)C=1N=NC=CC1NC1=C(C=C(C=C1)C1=NN(C=N1)C)OCC(F)F)([2H])([2H])[2H] N-(methyl-d3)-4-((2-(2,2-difluoroethoxy)-4-(1-methyl-1H-1,2,4-triazol-3-yl)phenyl)amino)pyridazine-3-carboxamide